(±)-4-Methyl-6-(2-(2-methylpyridin-3-yl)azepan-1-yl)pyrimidin-2-amine CC1=NC(=NC(=C1)N1[C@H](CCCCC1)C=1C(=NC=CC1)C)N |r|